BrC=1C=C(C=CC1)CCCO 3-(3-bromophenyl)propan-1-ol